N(=[N+]=[N-])C(C(=O)O)CC azido-butyric acid